FC1(CNCC1)CNC1CC1 N-((3-fluoropyrrolidin-3-yl)methyl)cyclopropanamine